tert-butyl (R)-(1-methyl-2-oxopyrrolidin-3-yl)carbamate CN1C([C@@H](CC1)NC(OC(C)(C)C)=O)=O